ClC1=C(C(=CC=C1Cl)F)C1(CN(C1)C(=O)OC(C)(C)C)NC1=NC=2C(N(C=CC2C=C1)C)=O tert-butyl 3-(2,3-dichloro-6-fluorophenyl)-3-(7-methyl-8-oxo-1,7-diaza-7,8-dihydro-2-naphthylamino)-1-azetidinecarboxylate